3-(3-(Dimethylamino)phenyl)-N-((1-methylpiperidin-4-yl)methyl)imidazo[1,2-b]pyridazine-6-Amine CN(C=1C=C(C=CC1)C1=CN=C2N1N=C(C=C2)NCC2CCN(CC2)C)C